C(C1=CC=CC=C1)SC=1C=C2C=CC(N(C2=CC1)C1=C(C=C(C(=C1)Cl)[C@H]1[C@@H](C1)C(F)(F)F)OC)=O trans-6-(benzylthio)-1-(5-chloro-2-methoxy-4-(2-(trifluoromethyl)cyclopropyl)phenyl)quinolin-2(1H)-one